5-(((2R,3R,4R,5R,6R)-3-acetylamino-4,5-diacetoxy-6-(acetoxymethyl)tetrahydro-2H-pyran-2-yl)oxy)pentanoic acid C(C)(=O)N[C@H]1[C@@H](O[C@@H]([C@@H]([C@@H]1OC(C)=O)OC(C)=O)COC(C)=O)OCCCCC(=O)O